C(#N)CC(=O)N1C[C@@H]([C@@H](CC1)C)N(C)C=1N=CC2=C(N1)N(C=C2)C(=O)[O-] ((3R,4R)-1-(2-cyanoacetyl)-4-methylpiperidin-3-yl(methyl)amino)-7H-pyrrolo[2,3-d]pyrimidine-7-carboxylate